4-(4-aminophenyl)butylboronic acid pinacol ester NC1=CC=C(C=C1)CCCCB1OC(C)(C)C(C)(C)O1